ClC=1C=NC(=C(C(=O)NC2CCC(CC2)CN2C(N(C3=C2C=CC=C3)C3=CC=2N(C=C3)C=NC2)=O)C1)C(F)(F)F 5-chloro-N-((1r,4r)-4-((3-(imidazo[1,5-a]pyridin-7-yl)-2-oxo-2,3-dihydro-1H-benzo[d]imidazol-1-yl)methyl)cyclohexyl)-2-(tri-fluoromethyl)nicotinamide